N-(2-methoxyethyl)-N-methyl-piperidin-3-amine COCCN(C1CNCCC1)C